COC1=CC=C(C=C1)[C@H]1CCN(CCC1)C1=C(C(N(C2=CC=CC=C12)C)=O)C#N 4-[(4R)-4-(4-methoxyphenyl)azepan-1-yl]-1-methyl-2-oxo-1,2-dihydroquinoline-3-carbonitrile